methyl (S)-2-((tert-butyldimethylsilyl) oxy)propanoate [Si](C)(C)(C(C)(C)C)O[C@H](C(=O)OC)C